C(C)O[Si](CCCSSSSCCC[Si](OCC)(OCC)OCC)(OCC)OCC bis[γ-(triethoxysilyl)propyl]tetrasulfide